rel-(S)-1-(3-(4-((3-methyl-4-((1-methyl-1H-benzo[d]imidazol-5-yl)oxy)phenyl)amino)pyrido[3,2-d]pyrimidin-6-yl)azepan-1-yl)prop-2-en-1-one CC=1C=C(C=CC1OC1=CC2=C(N(C=N2)C)C=C1)NC=1C2=C(N=CN1)C=CC(=N2)[C@@H]2CN(CCCC2)C(C=C)=O |o1:29|